ClC1=CC(=C(C=C1)CCl)OC 4-chloro-1-(chloromethyl)-2-methoxybenzene